CIS-2-HYDROXY-1-CYCLOPENTANECARBOXYLIC ACID O[C@@H]1[C@@H](CCC1)C(=O)O